CC1=CC=C(C(=O)O[C@@H]2[C@](OC(C2)N2C(NC(C(=C2)Br)=O)=O)(COC(C2=CC=C(C=C2)C)=O)C#C)C=C1 (2R,3S)-5-(5-bromo-2,4-dioxo-3,4-dihydropyrimidin-1(2H)-yl)-2-ethynyl-2-(((4-methylbenzoyl)oxy)methyl)tetrahydrofuran-3-yl 4-methylbenzoate